4-epoxycyclohexylmethyl-3,4-epoxyhexyl carbonate C(OCCC1C(CC)(O1)CC12C(CCCC1)O2)([O-])=O